3-chloro-6,7-dihydro-5H-pyrrolo[3,4-c]pyridazine hydrochloride Cl.ClC1=CC2=C(N=N1)CNC2